diethyl 3-(benzyloxy)-4-oxo-4H-pyran-2,5-dicarboxylate C(C1=CC=CC=C1)OC1=C(OC=C(C1=O)C(=O)OCC)C(=O)OCC